2,8-dibromo-5H-cyclopenta[2,1-b:3,4-b']dipyridin-5-one BrC1=CC=C2C(=N1)C1=NC(=CC=C1C2=O)Br